COC1=C(CNC2=NC=3C=NC(=CC3C3=C2COC3)C(=O)N3C(COCC3)C3=CC=C(C=C3)C(F)(F)F)C=CC(=C1)OC (4-((2,4-dimethoxybenzyl)amino)-1,3-dihydrofuro[3,4-c][1,7]naphthyridin-8-yl)(3-(4-(trifluoromethyl)phenyl)morpholino)methanone